C(C)(=O)N1CCN(CC1)C=1N(C(C(=C(N1)C(=O)NC=1C=NOC1)O)=O)C 2-(4-acetylpiperazin-1-yl)-5-hydroxy-N-(isoxazol-4-yl)-1-methyl-6-oxo-1,6-dihydropyrimidine-4-carboxamide